methyl 8-bromopyrido[3,4-b]pyrazine-5-carboxylate BrC1=CN=C(C2=NC=CN=C21)C(=O)OC